C(C)(C)C1=C(NC2=CC=C(C=C12)C1CCN(CC1)C1CC(NCC1)=O)C1=C2C(=NC=C1)NN=C2 4-(3-isopropyl-2-(1H-pyrazolo[3,4-b]pyridin-4-yl)-1H-indol-5-yl)-[1,4'-bipiperidin]-2'-one